FC(OC=1C=C(C=C2C(C(CC(C2)C)=CC2=CC(=C(C=C2)OC(F)F)OC(F)F)=O)C=CC1OC(F)F)F 2,6-Bis(3,4-bis(difluoromethoxy)benzylidene)-4-methylcyclohexan-1-one